pyridinium phenyl phosphate P(=O)(OC1=CC=CC=C1)([O-])[O-].[NH+]1=CC=CC=C1.[NH+]1=CC=CC=C1